5-(4-chlorophenyl)-1-(2,4-dichlorophenyl)-N-(piperidin-1-yl)-4,5-dihydro-1H-pyrazole-3-carboxamide ClC1=CC=C(C=C1)C1CC(=NN1C1=C(C=C(C=C1)Cl)Cl)C(=O)NN1CCCCC1